C(C)(C)[C@@H]1[C@H](C1)C(=O)O (1S,2R)-2-isopropylcyclopropanecarboxylic acid